trans-N-[4-[5-[4-bromo-2-(oxetan-3-ylsulfonyl)phenyl]thiazol-2-yl]cyclohexyl]carbamic acid isopropyl ester C(C)(C)OC(N[C@@H]1CC[C@H](CC1)C=1SC(=CN1)C1=C(C=C(C=C1)Br)S(=O)(=O)C1COC1)=O